CC=1C=C(C=CC1OC1=CC=CC=C1)NC(=O)NC1=CC(=C(C=C1)OC1=CC=CC=C1)C 1,3-bis(3-methyl-4-phenoxyphenyl)urea